4-(4-fluoro-1H-pyrazol-1-yl)-8-methoxy-2-methylquinoline FC=1C=NN(C1)C1=CC(=NC2=C(C=CC=C12)OC)C